L-(-)-tryptophan C1=CC=C2C(=C1)C(=CN2)C[C@@H](C(=O)O)N